2-undecenal C(C=CCCCCCCCC)=O